6-(5-(((3R,4R)-4-hydroxy-3-(4-methyl-1-oxo-1,3-dihydroisobenzofuran-5-yl)piperidin-1-yl)methyl)thiazol-2-yl)-4-methylnicotinonitrile O[C@H]1[C@@H](CN(CC1)CC1=CN=C(S1)C1=NC=C(C#N)C(=C1)C)C=1C(=C2COC(C2=CC1)=O)C